ammonium ammonia N.[NH4+]